OC(CC(=O)O)(CC(=O)O)C(=O)O 2-hydroxy-propane-1,2,3-tricarboxylic acid